dimethylsilanediyl-(2-methyl-1,5,6,7-tetrahydro-s-indacen-1-yl)(2-methyl-1H-inden-1-yl)zirconium chloride [Cl-].C[Si](=[Zr+](C1C(=CC2=CC=CC=C12)C)C1C(=CC2=CC=3CCCC3C=C12)C)C